tert-Butyl (4S)-4-[3-[[6-[(5-benzyl-2,6-difluoro-pyridine-3-carbonyl)sulfamoyl]-2-pyridyl]amino]propyl]-2,2-dimethyl-pyrrolidine-1-carboxylate C(C1=CC=CC=C1)C=1C=C(C(=NC1F)F)C(=O)NS(=O)(=O)C1=CC=CC(=N1)NCCC[C@H]1CC(N(C1)C(=O)OC(C)(C)C)(C)C